4-(6-amino-5-(4-(4-isobutyl-4H-1,2,4-triazol-3-yl)phenyl)pyridin-3-yl)-N-methylfuro[2,3-b]pyridine-2-carboxamide NC1=C(C=C(C=N1)C1=C2C(=NC=C1)OC(=C2)C(=O)NC)C2=CC=C(C=C2)C2=NN=CN2CC(C)C